5-methoxy-4-(3-methyl-4-(methyl-sulfonyl)phenyl)-3-(trifluoromethyl)-1H-pyrazolo[3,4-c]pyridine COC=1C(=C2C(=CN1)NN=C2C(F)(F)F)C2=CC(=C(C=C2)S(=O)(=O)C)C